Ethyl 2-[(tert-butoxy)carbonyl]amino-4-phenylthiophene-3-carboxylate C(C)(C)(C)OC(=O)NC=1SC=C(C1C(=O)OCC)C1=CC=CC=C1